COC1=CC=C(C=C1)[C@H]1[C@H](C1)\C=C\C1=CC=CC=C1 1-(methoxy)-4-((1r,2r)-2-((E)-styryl)cyclopropyl)benzene